tert-butyl ((trans)-3-((2-((6-bromopyrazin-2-yl)amino)-2-oxoethyl)amino)cyclobutyl)carbamate BrC1=CN=CC(=N1)NC(CN[C@@H]1C[C@H](C1)NC(OC(C)(C)C)=O)=O